C1(CC1)[S@@](=O)(=N)C=1C=NC(=CC1C)NN (S)-cyclopropyl(6-hydrazineyl-4-methylpyridin-3-yl)(imino)-λ6-sulfanone